C(C)(C)(C)OC1=CC=C(C=C1)C1OCC(CO1)(C=O)C 2-[4-(tert-butoxy)phenyl]-5-methyl-1,3-dioxane-5-carbaldehyde